5-fluoro-2-(prop-1-yn-1-yl)pyridine FC=1C=CC(=NC1)C#CC